Cl.C(C#C)[C@H]1CNCCC1 (3S)-3-(prop-2-yn-1-yl)piperidine hydrochloride